tert-butyl (2R,4R)-4-((6-((1-(tert-butyl)-5-methyl-1H-pyrazol-3-yl) amino)-4-ethyl-5-fluoropyridin-2-yl) methyl)-1-(3-chloro-2-fluorobenzyl)-2-methylpiperidine-4-carboxylate C(C)(C)(C)N1N=C(C=C1C)NC1=C(C(=CC(=N1)C[C@@]1(C[C@H](N(CC1)CC1=C(C(=CC=C1)Cl)F)C)C(=O)OC(C)(C)C)CC)F